ClC1=C2C=C(C=NC2=NC(=C1)Cl)N1CC(CC1)N(C)C 1-(5,7-dichloro-1,8-naphthyridin-3-yl)-N,N-dimethylpyrrolidin-3-amine